N,N'-oxydimethylenebisacrylamide O(CNC(C=C)=O)CNC(C=C)=O